ClC1=CC2=C(CCOC23CC(N(CC3)CC=3C=NC(=NC3)Cl)C)S1 2-chloro-1'-[(2-chloropyrimidin-5-yl)methyl]-2'-methyl-spiro[6,7-dihydrothieno[3,2-C]pyran-4,4'-piperidine]